6-(2-pyridyldithio)-2(1h)-pyridone N1=C(C=CC=C1)SSC1=CC=CC(N1)=O